BrC=1C(=C(C(=O)OC)C(=CC1)Cl)CBr methyl 3-bromo-2-(bromomethyl)-6-chlorobenzoate